CC1(N(C(C2=CC=CC=C12)=O)C1=NC=CC2=C(C(=C(C(=C12)C1=CC=C(C=C1)C)C1=CC=C(C=C1)C)C1=CC=C(C=C1)C)C1=CC=C(C=C1)C)C 3,3-dimethyl-2-(5,6,7,8-tetra(4-methylphenyl)-1-isoquinolyl)isoindol-1-one